C[C@@H]1[C@H](C1)N1C=C(C=CC1=O)C(=O)N 1-((1S,2S)-2-methylcyclopropyl)-6-oxo-1,6-dihydropyridine-3-carboxamide